CN1C=2C=CC(=NC2C(=CC1=O)N1CCC(CC1)OC1=NC=NC2=CC=CC=C12)C#N 5-methyl-6-oxo-8-(4-(quinazolin-4-yloxy)piperidin-1-yl)-5,6-dihydro-1,5-naphthyridine-2-carbonitrile